Ethyl N-{[(3S)-1-(4-carbamimidoylphenyl)-2-oxo-3-pyrrolidinyl]-carbamoyl}-β-alaninat C(N)(=N)C1=CC=C(C=C1)N1C([C@H](CC1)NC(=O)NCCC(=O)OCC)=O